5-[[(3,4-dimethylpyrimido[4',5':4,5]thieno[2,3-c]pyridazin-8-yl)amino]methyl]-2-fluoro-N-(2-methoxyethyl)benzamide CC1=C(C2=C(N=N1)SC1=C2N=CN=C1NCC=1C=CC(=C(C(=O)NCCOC)C1)F)C